3-(5-chloro-7-{[(furan-2-yl)methyl]amino}-3-methylthieno[3,2-b]pyridin-2-yl)-D-alanine dihydrochloride Cl.Cl.ClC1=CC(=C2C(=N1)C(=C(S2)C[C@@H](N)C(=O)O)C)NCC=2OC=CC2